NC1=NC=NC2=C1C1=C(CNC(N3C1=CC=1C=C(C=CC31)C#N)=O)N2C(C)C 1-amino-5-isopropyl-8-oxo-5,6,7,8-tetrahydropyrimido[5'',4'':4',5']pyrrolo[2',3':5,6][1,3]diazepino[1,7-a]indole-12-carbonitrile